C(C=C)(=O)O.P(=O)(OCCOC(C=C)=O)(OC1=CC=CC=C1)OC1=CC=CC=C1 acryloyloxyethyl diphenyl phosphate acrylate